5-((4-(5,6-dimethylthieno[2,3-d]pyrimidin-4-yl)-3,6-dihydropyridin-1(2H)-yl)methyl)-2-(2,6-dioxopiperidin-3-yl)isoindoline-1,3-dione CC1=C(SC=2N=CN=C(C21)C=2CCN(CC2)CC=2C=C1C(N(C(C1=CC2)=O)C2C(NC(CC2)=O)=O)=O)C